(rac)-trans-3-fluoropropyl 2-[(6-{[2-[(benzyloxy)methyl]cyclopropyl]methoxy}-5-bromopyridin-2-yl)formamido]-2-ethylbutanoate C(C1=CC=CC=C1)OC[C@H]1[C@@H](C1)COC1=C(C=CC(=N1)C(=O)NC(C(=O)OCCCF)(CC)CC)Br |r|